[Cl-].[Cl-].C(C)C1(C=C(C=C1)CC)[Zr+2]C1(C=C(C=C1)CC)CC bis(1,3-diethylcyclopentadienyl)zirconium dichloride